1-(5-(5-((4-(2-aminopyrimidin-4-yl)phenyl)amino)-1-methyl-1H-1,2,4-triazol-3-yl)indolin-1-yl)-3,3,3-trifluoropropan-1-one formic acid salt C(=O)O.NC1=NC=CC(=N1)C1=CC=C(C=C1)NC1=NC(=NN1C)C=1C=C2CCN(C2=CC1)C(CC(F)(F)F)=O